7-[4-(4-Fluorophenyl)-1-methylbutyl]-1,2,3,4-tetrahydro-4,4-dimethylcyclopenta[c][1]benzopyran-9-ol FC1=CC=C(C=C1)CCCC(C)C1=CC2=C(C3=C(C(O2)(C)C)CCC3)C(=C1)O